CC1(C(=C(C1)C1=C(C=CC=C1)NC(C)=O)C1=CC=C(C=C1)[N+](=O)[O-])C N-(2-(3,3-dimethyl-2-(4-nitrophenyl)cyclobut-1-en-1-yl)phenyl)acetamide